The molecule is an oxabicycloalkane consisting of p-menthane with an epoxy bridge across positions 1 and 4. It has a role as a plant metabolite, a fumigant insecticide and a central nervous system depressant. It is a cineole and an oxabicycloalkane. CC(C)C12CCC(O1)(CC2)C